COC(=O)C=1N=C2N(N=CC=C2N2CCOCC2)C1 8-Morpholinoimidazolo[1,2-b]pyridazine-2-carboxylic acid methyl ester